6-[(2-oxopyrrolidin-3-yl)oxy]benzonitrile O=C1NCCC1OC1=CC=CC=C1C#N